COC(C1=C(C=CC=C1)C1=NC(=NC=C1C)NC=1C=NN(C1)C1CNC1)=O (2-((1-(azetidin-3-yl)-1H-pyrazol-4-yl)amino)-5-methylpyrimidin-4-yl)benzoic acid methyl ester